5-bromo-3-[(1S)-1-(pyridin-4-yl)ethoxy]pyridin-2-amine BrC=1C=C(C(=NC1)N)O[C@@H](C)C1=CC=NC=C1